FC1(CN(CC1)C1=CC(=C(C=C1)N1N=C(C=C1C1=CC(=C(C#N)C=C1)F)C(=O)N1C[C@@H](CCC1)NC)F)F (R)-4-(1-(4-(3,3-difluoropyrrolidin-1-yl)-2-fluorophenyl)-3-(3-(methylamino)piperidine-1-carbonyl)-1H-pyrazol-5-yl)-2-fluorobenzonitrile